2-(3-((7-(3-(ethyl(2-hydroxyethyl)amino)propoxy)quinazolin-4-yl)amino)-1H-pyrazol-5-yl)-N-(3-fluorophenyl)acetamide C(C)N(CCCOC1=CC=C2C(=NC=NC2=C1)NC1=NNC(=C1)CC(=O)NC1=CC(=CC=C1)F)CCO